5-fluoro-2-(((3R,4R)-3-fluoro-1-(methylsulfonyl)piperidin-4-yl)amino)-7-(cis-3-fluorocyclopentyl)pyrrolo[2,1-f][1,2,4]triazine-6-carbonitrile FC=1C(=C(N2N=C(N=CC21)N[C@H]2[C@@H](CN(CC2)S(=O)(=O)C)F)[C@@H]2C[C@@H](CC2)F)C#N